(2,5-dichlorothiophen-3-yl)trimethyltin ClC=1SC(=CC1[Sn](C)(C)C)Cl